(R)-7-(3-ethoxy-5-fluorophenyl)-8-methyl-5,6,7,8-tetrahydro-2,7-naphthyridine-3-carboxylic acid C(C)OC=1C=C(C=C(C1)F)N1CCC=2C=C(N=CC2[C@H]1C)C(=O)O